(S)-2-(6-fluorobenzo[d]oxazol-2-yl)-6-methoxy-5-((4-(trifluoromethyl)benzyl)oxy)-1,2,3,4-tetrahydroisoquinoline-3-carboxylic acid FC1=CC2=C(N=C(O2)N2CC3=CC=C(C(=C3C[C@H]2C(=O)O)OCC2=CC=C(C=C2)C(F)(F)F)OC)C=C1